NC1=C2C(C3C(OC4=C3C=CC(=C4)OC(F)(F)F)(C2=C(C=C1)[N+](=O)[O-])O)=O amino-4b-hydroxy-4-nitro-7-(trifluoromethoxy)-4b,9b-dihydro-10H-indeno[1,2-b]benzofuran-10-one